(3-(3-fluoro-4-((2-methyl-1H-imidazol-1-yl)methyl)phenyl)-5-isobutylthiophene-2-yl)sulfonyl-carbamic acid 2-hydroxybutyl ester OC(COC(NS(=O)(=O)C=1SC(=CC1C1=CC(=C(C=C1)CN1C(=NC=C1)C)F)CC(C)C)=O)CC